2-[(1Z)-4,5-Difluoro-1-{[4-(4-fluorophenoxy)phenyl]methylidene}-2-methyl-1H-inden-3-yl]-N-hydroxyacetamide FC1=C2C(=C(/C(/C2=CC=C1F)=C/C1=CC=C(C=C1)OC1=CC=C(C=C1)F)C)CC(=O)NO